3-(4-((1,2,4,5-tetrazin-3-yl)oxy)phenyl)-2-aminopropanoic acid N1=NC(=NN=C1)OC1=CC=C(C=C1)CC(C(=O)O)N